(R)-N-(tert-butyl)-2-(2-hydroxybutyl)-6-methoxy-3-methylbenzamide C(C)(C)(C)NC(C1=C(C(=CC=C1OC)C)C[C@@H](CC)O)=O